rel-(2R,3S,4S,5R)-N-(3-carbamoylphenyl)-3-(3,4-difluoro-2-(((1S,3R)-3-hydroxycyclobutyl)methoxy)phenyl)-4,5-dimethyl-5-(trifluoromethyl)tetrahydrofuran-2-carboxamide C(N)(=O)C=1C=C(C=CC1)NC(=O)[C@@H]1O[C@]([C@H]([C@H]1C1=C(C(=C(C=C1)F)F)OCC1CC(C1)O)C)(C(F)(F)F)C |o1:12,14,15,16|